N[O-].N[O-].[Ag+2] silver diaminoxide